(R)-6-chloro-3-((1-(2-(2-methoxyphenyl)-3,6-dimethyl-4-oxo-3,4-dihydroquinazolin-8-yl)ethyl)amino)picolinic acid ClC1=CC=C(C(=N1)C(=O)O)N[C@H](C)C=1C=C(C=C2C(N(C(=NC12)C1=C(C=CC=C1)OC)C)=O)C